3-ethyl-6-ethyl-1-nonyn-3-ol C(C)C(C#C)(CCC(CCC)CC)O